S(=O)(OC1=C(C=C(C=C1)NC(CCN1C(C=CC1=O)=O)=O)F)[O-] 4-(3-(2,5-Dioxo-2,5-dihydro-1H-pyrrol-1-yl) propanamido)-2-fluorophenyl sulfite